O1CCN2C(N=CC3=CC=CC1=C23)=O 2,3-dihydro-5H-[1,4]-oxazino-[2,3,4-ij]-quinazolin-5-one